Methyl 2-(5-(7-(cyclopropanecarboxamido)-2,6-naphthyridin-3-yl)-4-methylpyridin-2-yl)propanoate C1(CC1)C(=O)NC1=NC=C2C=C(N=CC2=C1)C=1C(=CC(=NC1)C(C(=O)OC)C)C